water (isoamyl acetate) C(CC(C)C)CC(=O)O.O